trans-4-Methyl-5-butyldihydro-2(3H)-furanon C[C@@H]1CC(O[C@H]1CCCC)=O